(+-)-(6RS,10RS)-2,2,8,10-tetramethylspiro[5.5]undec-8-en-1-one CC1(C([C@@]2(CCC1)CC(=C[C@@H](C2)C)C)=O)C |r|